methyl (E)-3-(3-(3-fluoro-N-((4-(3-methyl-1,2,4-oxadiazol-5-yl)bicyclo[2.2.2]octan-1-yl) methyl)bicyclo[1.1.1]pentane-1-carboxamido)phenyl)acrylate FC12CC(C1)(C2)C(=O)N(CC21CCC(CC2)(CC1)C1=NC(=NO1)C)C=1C=C(C=CC1)/C=C/C(=O)OC